C(C)(C)(C)OC(N[C@H]1C[C@H](OC[C@H]1O)C(=O)N1[C@H](C2=CC=CC=C2CC1)C1=CC=C(C=C1)F)=O ((2S,4S,5S)-2-((S)-1-(4-fluorophenyl)-1,2,3,4-tetrahydroisoquinoline-2-carbonyl)-5-hydroxytetrahydro-2H-pyran-4-yl)carbamic acid tert-butyl ester